[N+](=O)([O-])C1=C(C=CC(=C1)[N+](=O)[O-])NC1=C(C=CC(=C1)C(C)(CC(C)(C)C)C)O 2-((2,4-dinitrophenyl)amino)-4-(2,4,4-trimethylpentan-2-yl)phenol